BrC1=CC=C(C=C1)NC(=O)NCCN(C)C 1-(4-bromophenyl)-3-(2-(dimethylamino)ethyl)urea